N-((6-(4-fluorophenyl)-4-(1-(2-hydroxyethyl)-1H-imidazol-2-yl)pyridin-3-yl)methyl)acrylamide FC1=CC=C(C=C1)C1=CC(=C(C=N1)CNC(C=C)=O)C=1N(C=CN1)CCO